5-bromo-2-(difluoromethyl)-1-tosyl-1H-pyrrolo[2,3-b]pyridine BrC=1C=C2C(=NC1)N(C(=C2)C(F)F)S(=O)(=O)C2=CC=C(C)C=C2